CS(=O)(=O)OCC1(CC1)CS(=O)(=O)C=1N=C2N(N1)[C@@H](C[C@@H]2F)C2=CC=CC=C2 [1-[[(5S,7S)-7-fluoro-5-phenyl-6,7-dihydro-5H-pyrrolo[1,2-b][1,2,4]triazol-2-yl]sulfonylmethyl]cyclopropyl]methyl methanesulfonate